FC(C1=NNC=C1C1=NN2C(=NC=3C=CC=CC3C2=N1)NC=1C(N=CC=CC1)=O)(F)F (3R)-3-({2-[3-(trifluoromethyl)-1H-pyrazol-4-yl][1,2,4]triazolo[1,5-c]quinazolin-5-yl}amino)azepin-2-one